2-(5-bromo-1,2-thiazol-3-yl)-3-methylbutanenitrile BrC1=CC(=NS1)C(C#N)C(C)C